6-[4-(dimethylamino)phenyl]-2-(1-methyl-1H-pyrazol-4-yl)-3-oxo-2,3,4,5-tetrahydropyridazine-4-carboxylic acid methyl ester COC(=O)C1C(N(N=C(C1)C1=CC=C(C=C1)N(C)C)C=1C=NN(C1)C)=O